CC1=C(C=2N(C=C1C1=C(C=3N=C(SC3N1C(=O)OC(C)(C)C)CO)C(C)C)N=CN2)C tert-butyl 5-(7,8-dimethyl-[1,2,4]triazolo[1,5-a]pyridin-6-yl)-2-(hydroxymethyl)-6-isopropyl-4H-pyrrolo[3,2-d]thiazole-4-carboxylate